4-(4-aminopiperidin-1-yl)-N-{8-fluoro-2-methylimidazo[1,2-a]pyridin-6-yl}-2-methylindazole-7-carboxamide NC1CCN(CC1)C=1C2=CN(N=C2C(=CC1)C(=O)NC=1C=C(C=2N(C1)C=C(N2)C)F)C